C(CCCCCCCCCCCCCCCCC)N1C(=C(C(C=C1)=O)OC(=O)C(C)(C)C)C(C)=O N-octadecyl-2-acetyl-3-tert-butylcarbonyloxy-pyridin-4-one